cinnamaldehyde diethyl-acetate C(C)C(C(=O)O)CC.C(C=CC1=CC=CC=C1)=O